C(N)(O[C@H](C(NN(C[C@@H]([C@@H](NC([C@@H](NC(OC)=O)C(C)(C)C)=O)CC1=CC=CC=C1)O)CC1=CC=C(C=C1)C1=NC=CC=C1)=O)C(C)(C)C)=O ((5S,8S,9S,14S)-8-benzyl-5-(tert-butyl)-9-hydroxy-15,15-dimethyl-3,6,13-trioxo-11-(4-(pyridin-2-yl) benzyl)-2-oxa-4,7,11,12-tetraazahexadecan-14-yl) carbamate